2-fluoro-5-[2-[(4-fluorophenoxy)methyl]imidazo[1,2-a]pyrimidin-6-yl]phenol FC1=C(C=C(C=C1)C=1C=NC=2N(C1)C=C(N2)COC2=CC=C(C=C2)F)O